3-(piperidin-1-ylmethyl)oxirane-2-carboxylic acid N1(CCCCC1)CC1C(O1)C(=O)O